6-(4-Isopropyl-3-(1-methylpiperidin-4-yl)-1H-pyrazol-5-yl)-8-methyl-[1,2,4]triazolo[1,5-a]pyridine C(C)(C)C=1C(=NNC1C=1C=C(C=2N(C1)N=CN2)C)C2CCN(CC2)C